1-methylquinolin-1-ium iodide salt [I-].C[N+]1=CC=CC2=CC=CC=C12